C(C=C)(=O)C1=C(C=CC=C1)C1=CC(=C(C=C1)C(N(C)CC1=CC(=C(C=C1)C(F)(F)F)F)=O)CC(=O)O 2-(2'-acryloyl-4-((3-fluoro-4-(trifluoromethyl)benzyl)(methyl)carbamoyl)-[1,1'-biphenyl]-3-yl)acetic acid